C1=CC=CC=2OC3=C(OC21)C=CC=C3 dibenzo-1,4-dioxine